2-chloro-4-(2-(2,2-dimethyl-5,7,10-trioxa-2-silaundecan-11-yl)piperidin-1-yl)-5-nitrobenzonitrile ClC1=C(C#N)C=C(C(=C1)N1C(CCCC1)COCCOCOCC[Si](C)(C)C)[N+](=O)[O-]